(E)-1-(4-(7-(6-amino-4-methyl-3-(trifluoromethyl)pyridin-2-yl)-6-chloro-8-fluoro-2-((1-methylpyrrolidin-2-yl)methoxy)quinazolin-4-yl)-3-methylpiperazin-1-yl)-4-fluorobut-2-en-1-one NC1=CC(=C(C(=N1)C1=C(C=C2C(=NC(=NC2=C1F)OCC1N(CCC1)C)N1C(CN(CC1)C(\C=C\CF)=O)C)Cl)C(F)(F)F)C